C(C)(C)(C)C1=CC=C(C=C1)C(NC1=C(C=CC=C1C(C)C)C(C)C)C1=NC=CC=C1 N-((4-(tert-butyl)phenyl)(pyridin-2-yl)methyl)-2,6-diisopropylaniline